(3S,4R)-3-fluoro-1-methyl-4-piperidylamine F[C@H]1CN(CC[C@H]1N)C